trans-racemic-Methyl 4-((3-(2-cyanoethyl)cyclohexyl)amino)-1H-pyrrolo[2,3-b]pyridine-5-carboxylate C(#N)CC[C@@H]1C[C@H](CCC1)NC1=C2C(=NC=C1C(=O)OC)NC=C2 |r|